N-(5-methylsulfanyl-1,3,4-thiadiazol-2-yl)-5-(3-phenylpyrrolidin-1-yl)-1,3,4-oxadiazole-2-carboxamide CSC1=NN=C(S1)NC(=O)C=1OC(=NN1)N1CC(CC1)C1=CC=CC=C1